COC(C(CC(C)C)N1N=C(C=CC1=O)C=COCC)=O 2-(3-(2-ethoxyvinyl)-6-oxopyridazin-1(6H)-yl)-4-methylpentanoic acid methyl ester